C(\C(\C)=C\C(=O)OCC1=CC=CC=C1)(=O)OCC1=CC=CC=C1 dibenzyl mesaconate